3-(1-oxo-5-(piperazine-1-yl)isoindolin-2-yl)piperidine-2,6-dione O=C1N(CC2=CC(=CC=C12)N1CCNCC1)C1C(NC(CC1)=O)=O